5-(4-(1-Cyclopropyl-1H-pyrazol-4-yl)-2-fluoro-6-hydroxyphenyl)-1,2,5-thiadiazolidin-3-one 1,1-dioxide C1(CC1)N1N=CC(=C1)C1=CC(=C(C(=C1)O)N1CC(NS1(=O)=O)=O)F